FC=CC=O 3-fluoroacrylaldehyde